(Z)-1-(((1r,4r)-4-aminocyclohexyl)methyl)-3-((3,5-dimethyl-1H-pyrrol-2-yl)methylene)-5-fluoro-N-(oxetan-3-yl)-2-oxoindoline-6-carboxamide trifluoroacetate salt FC(C(=O)O)(F)F.NC1CCC(CC1)CN1C(\C(\C2=CC(=C(C=C12)C(=O)NC1COC1)F)=C/C=1NC(=CC1C)C)=O